2-ethynyl-2-((((((S)-1-isopropoxy-1-oxo-3-phenylpropan-2-yl)amino)(phenoxy)phosphoryl)oxy)methyl)tetrahydrofuran-3-yl icosanoate C(CCCCCCCCCCCCCCCCCCC)(=O)OC1C(OCC1)(COP(=O)(OC1=CC=CC=C1)N[C@H](C(=O)OC(C)C)CC1=CC=CC=C1)C#C